NC1=C(C(=NC=2N1N=C(C2Cl)C)NCCC=2C(N(C=CC2)C)=O)C#N 7-amino-3-chloro-2-methyl-5-((2-(1-methyl-2-oxo-1,2-dihydropyridin-3-yl)ethyl)amino)pyrazolo[1,5-a]pyrimidine-6-carbonitrile